8-(1-(2,2-difluoroethyl)-1H-pyrazolo[3,4-b]pyrazin-6-yl)-1,1-dimethyl-2-(6-(trifluoromethyl)pyridin-3-yl)-2,8-diazaspiro[4.5]decan-3-one FC(CN1N=CC=2C1=NC(=CN2)N2CCC1(CC(N(C1(C)C)C=1C=NC(=CC1)C(F)(F)F)=O)CC2)F